5-[(5S)-4,5-Dihydro-5-(3,4,5-trichlorophenyl)-5-(trifluoromethyl)-3-isoxazolyl]-3-methyl-N-[2-oxo-2-[(2,2,2-trifluoroethyl)amino]ethyl]-2-thiophenecarboxamide ClC=1C=C(C=C(C1Cl)Cl)[C@@]1(CC(=NO1)C1=CC(=C(S1)C(=O)NCC(NCC(F)(F)F)=O)C)C(F)(F)F